ClC=1C=C(C=CC1OC(F)(F)F)NC(=O)N1[C@H]2CC[C@@H]1CC=1C(=NC=CC12)F (5S,8R)-N-(3-chloro-4-(trifluoromethoxy)phenyl)-1-fluoro-6,7,8,9-tetrahydro-5H-5,8-epiminocyclohepta[c]pyridine-10-carboxamide